C1(CCC1)C1=CC(=CN1S(=O)(=O)C1=CC=C(C=C1)C)S(=O)(=O)NC1=NC(=C(C(=N1)OC)OC(F)F)OC 5-cyclobutyl-N-[5-(difluoromethoxy)-4,6-dimethoxy-pyrimidin-2-yl]-1-(p-tolylsulfonyl)pyrrole-3-sulfonamide